C(C1=CC=CC=C1)OC=1C=CC(=C2C=CNC12)Cl 7-(benzyloxy)-4-chloro-1H-indole